C(=O)=O (trans)-carbon dioxide